1-(2-thienyl)-2-diazo-ethanone S1C(=CC=C1)C(C=[N+]=[N-])=O